N-(1-butoxyethyl)isobutylamide C(CCC)OC(C)[N-]CC(C)C